3-(5-((4-((4-methoxypiperidin-1-yl)methyl)benzyl)amino)-2-methyl-4-oxoquinazolin-3(4H)-yl)piperidine-2,6-dione COC1CCN(CC1)CC1=CC=C(CNC2=C3C(N(C(=NC3=CC=C2)C)C2C(NC(CC2)=O)=O)=O)C=C1